deca-2,8-dienedioic acid C(C=CCCCCC=CC(=O)O)(=O)O